4-((3-methoxy-4-(2-methyl-2H-tetrazol-5-yl)pyridin-2-yl)amino)-N-(methyl-d3)-6-((4-methylpyridin-2-yl)amino)nicotinamide COC=1C(=NC=CC1C=1N=NN(N1)C)NC1=CC(=NC=C1C(=O)NC([2H])([2H])[2H])NC1=NC=CC(=C1)C